2-(4-methoxyphenyl)-2-methyl-propanoic acid COC1=CC=C(C=C1)C(C(=O)O)(C)C